BrC=1N=C(N2C1C=NC=C2)[C@H]2N(CCC2)C(=O)OCC2=CC=CC=C2 (S)-benzyl 2-(1-bromoimidazo[1,5-a]pyrazin-3-yl)pyrrolidine-1-carboxylate